[6-(2-chloro-5-fluorophenyl)-3-[cyclopropyl(hydroxy)methyl]-2-methyl-8-oxo-7,8-dihydro-6H-pyrrolo[4,3-g]indazol-5-yl]-3-fluoro-5-(trifluoromethyl)benzamide ClC1=C(C=C(C=C1)F)C1NC(C2=C1C(=CC1=C(N(N=C21)C)C(O)C2CC2)C2=C(C(=O)N)C=C(C=C2F)C(F)(F)F)=O